OC1=CC(=CC(=C1C1=CC(=CC=C1)C)OCN(C(OC)=O)C1=CC=CC=C1)CCCCC methyl (((6-hydroxy-3'-methyl-4-pentyl-[1,1'-biphenyl]-2-yl)oxy)methyl)(phenyl)carbamate